3-Bromo-2-(bromomethyl)-4-chloro-5-fluoro-benzoate BrC=1C(=C(C(=O)[O-])C=C(C1Cl)F)CBr